C(C)OC(=O)C=1C=NN(C1C1=CC(=NC(=C1)Cl)Cl)C 5-(2,6-Dichloropyridin-4-yl)-1-methyl-1H-pyrazole-4-carboxylic acid ethyl ester